C[C@H](C1=CC=CC=C1)N=C=O (R)-(+)-α-methylbenzylisocyanate